C(C)(=O)[N]CC1=CC=C(C=2C=COC21)C(C)=O 1-(7-((acetyl-λ2-azaneyl)methyl)benzofuran-4-yl)ethan-1-one